(E)-N-(2-((Hydroxyimino)methyl)quinolin-8-yl)-4-(trifluoromethyl)benzenesulfonamide O\N=C\C1=NC2=C(C=CC=C2C=C1)NS(=O)(=O)C1=CC=C(C=C1)C(F)(F)F